N1-[(1S,9S)-9-ethyl-5-fluoro-9-hydroxy-4-methyl-10,13-dioxo-2,3,9,10,13,15-hexahydro-1H,12H-benzo[de]pyrano[3',4':6,7]indolizino[1,2-b]quinolin-1-yl]-L-aspartamide C(C)[C@]1(C(OCC=2C(N3CC=4C(=NC=5C=C(C(=C6C5C4[C@H](CC6)NC([C@@H](N)CC(=O)N)=O)C)F)C3=CC21)=O)=O)O